3-(4-Bromophenyl)-1-[4-(5-hydroxypyridin-2-yl)-piperazin-1-yl]-propan-1-one BrC1=CC=C(C=C1)CCC(=O)N1CCN(CC1)C1=NC=C(C=C1)O